O[C@H]1[C@@H](O)[C@@H](O)[C@H](O)[C@H](O1)CO beta-Mannose